2-(1-phenylcyclopropyl)ethan C1(=CC=CC=C1)C1(CC1)CC